7-fluoro-1-(4-fluoro-2-isopropylphenyl)-3-(2-methyl-6-oxo-1,6-dihydropyridin-3-yl)-2,3-dihydroquinazolin-4(1H)-one FC1=CC=C2C(N(CN(C2=C1)C1=C(C=C(C=C1)F)C(C)C)C1=C(NC(C=C1)=O)C)=O